FC(C1=NN=C(O1)C1=CC=C(S1)CN1N=NC(=C1)C=1C=C2C(=NC1)NC(C2(C)C)=O)F 5-[1-[[5-[5-(difluoromethyl)-1,3,4-oxadiazol-2-yl]thiophen-2-yl]methyl]triazol-4-yl]-3,3-dimethyl-1H-pyrrolo[2,3-b]pyridin-2-one